C(C)(C)O[PH2]=O phosphinic acid isopropyl ester